N,N-dimethyl-caprylamide CN(C(CCCCCCC)=O)C